(R)-2-Methyl-4-(1-(4-(3-(3-(trifluoromethyl)phenoxy)pyrrolidin-1-yl)tetrahydro-2H-pyran-4-carboxamido)cyclopropyl)benzoic acid CC1=C(C(=O)O)C=CC(=C1)C1(CC1)NC(=O)C1(CCOCC1)N1C[C@@H](CC1)OC1=CC(=CC=C1)C(F)(F)F